BrC=1C=CC(=NC1)C(C)(C)C 5-bromo-2-tert-butylpyridine